O[C@H]1CN(CC[C@@H]1[C@@H]1N2C(C3=CC=CC=C13)=CN=C2)S(=O)(=O)N (3R,4R)-3-Hydroxy-4-((S)-5H-imidazo[5,1-a]isoindol-5-yl)piperidin-1-sulfonamid